C[C@@H]1CN(CCC1)C(C)C1=C2C(=NC(=C1)C(=O)N)C=CN2COCC[Si](C)(C)C 7-(1-((S)-3-methylpiperidin-1-yl)ethyl)-1-((2-(trimethylsilyl)ethoxy)methyl)-1H-pyrrolo[3,2-b]pyridine-5-carboxamide